C(#C)C=1C(=CC=C2C=C(C=C(C12)C1=CC=C2C(=NC(=NC2=C1F)OC[C@]12CCCN2C[C@@H](C1)F)N1CCC(CCC1)C#N)O)F 1-(7-(8-ethynyl-7-fluoro-3-hydroxynaphthalen-1-yl)-8-fluoro-2-(((2R,7aS)-2-fluorotetrahydro-1H-pyrrolizin-7a(5H)-yl)methoxy)quinazolin-4-yl)azepane-4-carbonitrile